COC=1C=C2C(=NC(=NC2=CC1OCCCN1CCCC1)N1CCC(CC1)OC)NC1=NNC(=C1)COC 6-methoxy-N-(5-(methoxymethyl)-1H-pyrazol-3-yl)-2-(4-methoxypiperidin-1-yl)-7-(3-(pyrrolidin-1-yl)propoxy)quinazolin-4-amine